1-(3,5-dichlorophenyl)-3-(2-propenyl)-2,5-pyrrolidindione ClC=1C=C(C=C(C1)Cl)N1C(C(CC1=O)CC=C)=O